N-(O-acetyl-N-(2-(4-((tert-Butoxycarbonyl)amino)-3-fluorophenyl)thiazole-4-carbonyl)-L-seryl)-O-(tert-butyldiphenylsilyl)-L-serine methyl ester COC([C@@H](NC([C@@H](NC(=O)C=1N=C(SC1)C1=CC(=C(C=C1)NC(=O)OC(C)(C)C)F)COC(C)=O)=O)CO[Si](C1=CC=CC=C1)(C1=CC=CC=C1)C(C)(C)C)=O